(S)-N-(4-nitrobenzenesulfonyl)-2-(2-(5-((4'-methyl-[1,1'-biphenyl]-4-yl)methylene)-thiazolidine-2,4-dione-3-yl)acetamido)-3-(4-bromophenyl)propanamide [N+](=O)([O-])C1=CC=C(C=C1)S(=O)(=O)NC([C@H](CC1=CC=C(C=C1)Br)NC(CN1C(SC(C1=O)=CC1=CC=C(C=C1)C1=CC=C(C=C1)C)=O)=O)=O